4-(5-phenyl-1,3,4-oxadiazol-2-yl)naphthalene C1(=CC=CC=C1)C1=NN=C(O1)C1=CC=CC2=CC=CC=C12